C1=CC=CC2=C1C1=C(NS2)C=CC=C1 DIBENZOTHIAZINE